C(OCCCCCCC)(OC1=CC=CC=C1)=O hexylmethyl phenyl carbonate